COC=1C=C(C=CC1)NC1=CC=NC2=CC(=CC=C12)NC1=CC(=CC=C1)OC N4,N7-bis(3-methoxyphenyl)quinolin-4,7-diamine